3-(2-(2-amino-6,7-dihydrothiazolo[5,4-c]pyridin-5(4H)-yl)-2-oxoacetyl)-N-(4-fluoro-3-methylphenyl)-5,6,7,8-tetrahydroindolizine-1-carboxamide NC=1SC=2CN(CCC2N1)C(C(=O)C1=CC(=C2CCCCN12)C(=O)NC1=CC(=C(C=C1)F)C)=O